COCC1=NN(C=C1S(=O)(=O)N1CCC(CC1)NC1=NC=C(C(=N1)C1=CN=C(S1)C(C)O)C(F)(F)F)C 1-(5-(2-((1-((3-(methoxymethyl)-1-methyl-1H-pyrazol-4-yl)sulfonyl)piperidin-4-yl)amino)-5-(trifluoromethyl)pyrimidin-4-yl)thiazol-2-yl)ethan-1-ol